5'-methyl-4-pentyl-2'-(prop-1-en-2-yl)-3-(1H-pyrazol-4-yl)-1',2',3',4'-tetrahydro-[1,1'-biphenyl]-2,6-diol CC=1CCC(C(C1)C=1C(=C(C(=CC1O)CCCCC)C=1C=NNC1)O)C(=C)C